tert-butyl N-(3-bromo-5-nitro-phenyl)-N-tert-butoxycarbonyl-carbamate BrC=1C=C(C=C(C1)[N+](=O)[O-])N(C(OC(C)(C)C)=O)C(=O)OC(C)(C)C